N-(1,3-oxazol-2-yl)-1-[5-(pyridin-4-yl)-1H-pyrazole-3-carbonyl]piperidine-4-carboxamide O1C(=NC=C1)NC(=O)C1CCN(CC1)C(=O)C1=NNC(=C1)C1=CC=NC=C1